C[C@H]1N(CCOC1)C1=NC(=NC(=C1)C1(CC1)S(=O)(=O)C)C1=C2C=CNC2=CC=C1 4-{4-[(3R)-3-Methylmorpholin-4-yl]-6-[1-(methylsulfonyl)cyclopropyl]pyrimidin-2-yl}-1H-indole